NC1=CC2=C(N=C(N=C2Cl)C)N(C1=O)CC1=CC=C(C=C1)OC 6-Amino-4-chloro-8-(4-methoxybenzyl)-2-methylpyrido[2,3-d]pyrimidin-7(8H)-one